COC(=O)C1=CC2=C(OCC(N2CC=C)=O)C=C1[N+](=O)[O-] 4-allyl-7-nitro-3-oxo-3,4-dihydro-2H-benzo[b][1,4]Oxazine-6-carboxylic acid methyl ester